4-(1-(2,2-dimethyl-2,3-dihydrobenzofuran-6-yl)ethyl)piperazine-1-carboxylic acid tert-butyl ester C(C)(C)(C)OC(=O)N1CCN(CC1)C(C)C1=CC2=C(CC(O2)(C)C)C=C1